1-(2-methoxyphenyl)methanamine COC1=C(C=CC=C1)CN